tert-butyl 3-((6-chloropyridazin-3-yl)difluoromethyl)piperidine-1-carboxylate ClC1=CC=C(N=N1)C(C1CN(CCC1)C(=O)OC(C)(C)C)(F)F